(S)-N-[5-[5-(2-ethylazetidin-3-yl)oxy-2-methyl-4-pyridyl]pyrazolo[1,5-a]pyridin-2-yl]cyclopropanecarboxamide C(C)[C@@H]1NCC1OC=1C(=CC(=NC1)C)C1=CC=2N(C=C1)N=C(C2)NC(=O)C2CC2